[(1S,2R,3S,4S,6R,7R,8R)-4-ethenyl-3-hydroxy-2,4,7,14-tetramethyl-9-oxo-6-tricyclo[5.4.3.01,8]tetradecanyl] 2-[2-(diethylamino)ethylsulfanyl]acetate C(C)N(CCSCC(=O)O[C@@H]1C[C@@]([C@H]([C@@H]([C@@]23[C@H]([C@]1(C(CC3)C)C)C(CC2)=O)C)O)(C)C=C)CC